BrC1=C(C=C2CCC(C2=C1)=O)OC1=CC=C(C=C1)N1CC(C1)CC1CN(C1)C(=O)OC(C)(C)C tert-butyl 3-[[1-[4-(6-bromo-1-oxo-indan-5-yl)oxyphenyl]azetidin-3-yl]methyl]azetidine-1-carboxylate